FC(C=1OC(=NN1)C=1C=NC(=CC1)CN1N=NC(=C1)C1=CC(=CC=C1)N1CCN(CC1)CC)F 2-(difluoromethyl)-5-(6-((4-(3-(4-ethylpiperazin-1-yl)phenyl)-1H-1,2,3-triazol-1-yl)methyl)pyridin-3-yl)-1,3,4-oxadiazole